3-[(4-bromo-2-methyl-phenyl)methylene]azetidine BrC1=CC(=C(C=C1)C=C1CNC1)C